2-(6-methylheptyl)-1,4-benzenediol CC(CCCCCC1=C(C=CC(=C1)O)O)C